(S)-(8-methyl-isochroman-1-yl)-methylamine CC=1C=CC=C2CCO[C@@H](C12)NC